Ethyl 4-bromo-3-(pyridin-2-yl)-1H-pyrrole-2-carboxylate BrC=1C(=C(NC1)C(=O)OCC)C1=NC=CC=C1